C(CSCCS)S 3-thia-1,5-pentanedithiol